5-bromo-8-(methoxymethyl)-6,7,8,9-tetrahydropyrazino[1',2':1,5]pyrrolo[2,3-d]pyrimidin-4-amine BrC1=C2N(C=3N=CN=C(C31)N)CC(NC2)COC